CN1CCCCC1C(=O)O methylpipecolic acid